ClC1=CC=C(S1)CNC1=CC(=NN1C(C(C)(C)C)=O)C1CN(CC1)C(=O)OCC=C prop-2-en-1-yl 3-(5-[(5-chlorothiophen-2-yl)methyl]amino-1-(2,2-dimethylpropanoyl)-1H-pyrazol-3-yl)pyrrolidine-1-carboxylate